ClC1=CC=C(CN2C3(CN(C3)C3=CC=C(N=N3)C(=O)N)C(N(CC2=O)C(C)C)=O)C=C1 6-(5-(4-chlorobenzyl)-8-isopropyl-6,9-dioxo-2,5,8-triazaspiro[3.5]nonan-2-yl)pyridazine-3-carboxamide